ClC1=CN2C=C(C=C2C=C1)C(=O)N1CC2=C(CC1C)NN=C2C=2N=CSC2 6-chloro-2-[6-methyl-3-(1,3-thiazol-4-yl)-1H,4H,5H,6H,7H-pyrazolo[4,3-c]pyridine-5-carbonyl]indolizine